4-(propan-2-yloxy)piperidine tert-butyl-3-benzyl-4-(7-morpholino-2-(pyridin-4-yl)pyrazolo[1,5-a]pyrimidin-5-yl)piperazine-1-carboxylate C(C)(C)(C)OC(=O)N1CC(N(CC1)C1=NC=2N(C(=C1)N1CCOCC1)N=C(C2)C2=CC=NC=C2)CC2=CC=CC=C2.CC(C)OC2CCNCC2